(R)-5-(2-(4-(4-fluorophenyl)piperazin-1-yl)acetamido)-2-methyl-N-(1-(naphthalen-1-yl)ethyl)benzamide FC1=CC=C(C=C1)N1CCN(CC1)CC(=O)NC=1C=CC(=C(C(=O)N[C@H](C)C2=CC=CC3=CC=CC=C23)C1)C